7-fluoro-2-(2-methylbenzo[d]oxazol-6-yl)-4H-quinolizin-4-one FC1=CN2C(C=C(C=C2C=C1)C1=CC2=C(N=C(O2)C)C=C1)=O